C(C)(C)(C)OC(=O)N1C[C@H](CC1)CN1CCN(CC1)CC1CCN(CC1)C=1C=C2C(N(C(C2=CC1)=O)C1C(NC(CC1)=O)=O)=O (3R)-3-[[4-[[1-[2-(2,6-dioxo-3-piperidinyl)-1,3-dioxo-isoindolin-5-yl]-4-piperidinyl]methyl]piperazin-1-yl]methyl]pyrrolidine-1-carboxylic acid tert-butyl ester